COC=1C=2N(C=C(N1)C=1C=C(C=CC1)C(C)N)C=CN2 3-(8-methoxyimidazo[1,2-a]pyrazin-6-yl)phenylethan-1-amine